FC1=CC=C(C(=C1)F)C=1C(NC=CC1)=O 4,6-difluorophenylpyridinoN